tert-Butyl 7-bromo-5-methyl-2,3,4,5-tetrahydro-1,4-benzoxazepine-4-carboxylate BrC=1C=CC2=C(C(N(CCO2)C(=O)OC(C)(C)C)C)C1